tert-butyl 6-(methylamino)-2-azaspiro[3.3]heptane-2-carboxylate CNC1CC2(CN(C2)C(=O)OC(C)(C)C)C1